CN1N=C(C=C1NC1=NC=C2C(=N1)N(C(N(C2)C=2C=C(C=CC2C)NC(C2=CC(=CC=C2)C(F)(F)F)=O)=O)C)C N-(3-(7-(1,3-dimethyl-1H-pyrazol-5-ylamino)-1-methyl-2-oxo-1,2-dihydropyrimido[4,5-d]pyrimidin-3(4H)-yl)-4-methylphenyl)-3-(trifluoromethyl)benzamide